FC1=CC(=C(C(=O)NC2=C(C=C(C(=C2)C=2C=NC(=NC2)N2C[C@H](N([C@H](C2)C)C)C)F)N2C[C@H](N([C@H](C2)C)C)C)C=C1)C(F)(F)F |r| 4-fluoro-N-[4-fluoro-2-[rac-(3R,5S)-3,4,5-trimethylpiperazin-1-yl]-5-[2-[rac-(3R,5S)-3,4,5-trimethylpiperazin-1-yl]pyrimidin-5-yl]phenyl]-2-(trifluoromethyl)benzamide